N-[3-[5-[4-[2-(azetidin-1-yl)-2-oxo-ethyl]phenoxy]-2-(difluoromethoxy)phenyl]-1-methyl-pyrazol-4-yl]pyrazolo[1,5-a]pyrimidine-3-carboxamide N1(CCC1)C(CC1=CC=C(OC=2C=CC(=C(C2)C2=NN(C=C2NC(=O)C=2C=NN3C2N=CC=C3)C)OC(F)F)C=C1)=O